(1R,3S,5R)-2-(2-(3-acetyl-5-(2-methylpyrimidin-5-yl)-1H-pyrazolo[3,4-c]pyridin-1-yl)acetyl)-N-(6-bromo-5-fluoro-3-methylpyridin-2-yl)-5-methyl-2-azabicyclo[3.1.0]hexane-3-carboxamide C(C)(=O)C1=NN(C2=CN=C(C=C21)C=2C=NC(=NC2)C)CC(=O)N2[C@@H]1C[C@@]1(C[C@H]2C(=O)NC2=NC(=C(C=C2C)F)Br)C